2-[(3S)-3-[(tert-butoxy)carbonyl](methyl)aminopyrrolidin-1-yl]-4-ethoxy-pyrimidine-5-carboxylic acid C(C)(C)(C)OC(=O)[C@@H]1C(N(CC1)C1=NC=C(C(=N1)OCC)C(=O)O)NC